2-bromo-5-fluoro-1,3-dimethylbenzene BrC1=C(C=C(C=C1C)F)C